NCCN1CCC(CC1)O N-(2-aminoethyl)-4-hydroxypiperidine